7-methoxy-2-(3-methoxy-1-bicyclo[1.1.1]pentyl)-N-(2-pyridyl)imidazo[1,2-a]pyridine-6-carboxamide COC1=CC=2N(C=C1C(=O)NC1=NC=CC=C1)C=C(N2)C21CC(C2)(C1)OC